2,4,6-tris-[p-(2-ethylhexyl-oxycarbonyl)anilino]-1,3,5-triazine C(C)C(COC(=O)C1=CC=C(NC2=NC(=NC(=N2)NC2=CC=C(C=C2)C(=O)OCC(CCCC)CC)NC2=CC=C(C=C2)C(=O)OCC(CCCC)CC)C=C1)CCCC